6-Amino-2-fluoro-3-((1r,3r)-3-hydroxy-3-methyl-1',2'-dihydrospiro[cyclobutane-1,3'-pyrrolo[2,3-b]pyridin]-5'-yl)-N,N-dimethylbenzamide NC1=CC=C(C(=C1C(=O)N(C)C)F)C=1C=C2C(=NC1)NCC21CC(C1)(C)O